p-methoxyphenethyl alcohol COC1=CC=C(C=C1)CCO